5-[[2-[(2R,4aS,8aS)-2-methyl-3,4,4a,5,6,7,8,8a-octahydro-2H-quinolin-1-yl]-2-oxo-acetyl]amino]pyridine-3-carboxamide C[C@H]1N([C@H]2CCCC[C@H]2CC1)C(C(=O)NC=1C=C(C=NC1)C(=O)N)=O